BrC1(C(NC=2N=C(N=CC21)Cl)=O)Br dibromo-2-chloro-5H,6H,7H-pyrrolo[2,3-d]pyrimidin-6-one